C(C)C=1N(C=C[N+]1C)C 2-Ethyl-1,3-dimethylimidazolium